1-ethyl-3-(4-((4-(2-fluoro-6-(1H-pyrazol-1-yl)pyridin-3-yl)piperazin-1-yl)methyl)pyridin-2-yl)urea C(C)NC(=O)NC1=NC=CC(=C1)CN1CCN(CC1)C=1C(=NC(=CC1)N1N=CC=C1)F